methyl({[(4R)-8-(3-methylpyridin-4-yl)-3,4-dihydro-2H-1-benzopyran-4-yl]methyl})amine CNC[C@@H]1CCOC2=C1C=CC=C2C2=C(C=NC=C2)C